(E)-4-(3-(2-(1H-indole-2-carbonyl)hydrazino)-3-oxoprop-1-en-1-yl)-1-octylpyridin N1C(=CC2=CC=CC=C12)C(=O)NNC(/C=C/C1=CCN(C=C1)CCCCCCCC)=O